BrC=1C=C2C(=NC(=NC2=C2C1C(N(C2=O)CC2=CC=C(C=C2)OC)C2=C(C=CC(=C2)F)Cl)Cl)NCC2=CC=C(C=C2)OC 6-Bromo-2-chloro-7-(2-chloro-5-fluorophenyl)-8-[(4-methoxyphenyl)methyl]-4-{[(4-methoxyphenyl)methyl]amino}-8,9-dihydro-7H-pyrrolo[4,3-H]quinazolin-9-one